Leucine-2,4,5,5,5,5',5',5'-d8 N[C@@](CC(C([2H])([2H])[2H])(C([2H])([2H])[2H])[2H])(C(=O)O)[2H]